ethyl 3-(3-(7-((2-hydroxyethyl)sulfonyl)-2,6,6-trimethyl-1-(2-methylhydrazineyl)-1-oxoheptan-2-yl)phenyl)propanoate OCCS(=O)(=O)CC(CCCC(C(=O)NNC)(C)C=1C=C(C=CC1)CCC(=O)OCC)(C)C